Cl.ClC1=CC=C(C=C1)[C@H]1CC[C@@H](N1)[C@H](O)C1=CC(=CC=C1)F (R)-((2R,5R)-5-(4-Chlorophenyl)pyrrolidin-2-yl)(3-fluorophenyl)methanol hydrochloride